3-((3-bromopyridin-2-yl)methyl)-2-((2-oxo-1,2-dihydropyridin-4-yl)methyl)isoindolin-1-one BrC=1C(=NC=CC1)CC1N(C(C2=CC=CC=C12)=O)CC1=CC(NC=C1)=O